[4-(3-{[(7-methoxy-3-methyl-1H-indol-4-yl)methyl]amino}pyrido[2,3-b]pyrazin-6-yl)-6,6-dimethylmorpholin-2-yl]methanol COC=1C=CC(=C2C(=CNC12)C)CNC1=CN=C2C(=N1)N=C(C=C2)N2CC(OC(C2)(C)C)CO